ethyl 2-chloro-6-(4,4,5,5-tetramethyl-1,3,2-dioxaborolan-2-yl)isonicotinate ClC=1C=C(C(=O)OCC)C=C(N1)B1OC(C(O1)(C)C)(C)C